5-Chloro-2-(4-fluorophenyl)pyrido[2,3-e][1,2,4]triazolo[1,5-c]pyrimidine ClC1=NC2=C(C=3N1N=C(N3)C3=CC=C(C=C3)F)N=CC=C2